N-((3R,4S)-3-hydroxytetrahydro-2H-pyran-4-yl)-6-(1-methyl-1H-pyrazol-3-yl)-4-(4-(1-methyl-1H-pyrazol-3-yl)benzyl)picolinamide O[C@H]1COCC[C@@H]1NC(C1=NC(=CC(=C1)CC1=CC=C(C=C1)C1=NN(C=C1)C)C1=NN(C=C1)C)=O